2-(2-carboxyethylamino)-4-aminobenzenesulfonic acid C(=O)(O)CCNC1=C(C=CC(=C1)N)S(=O)(=O)O